FC1=C(C(=C(C(=C1F)F)F)F)OS(=O)(=O)C1=NC(=CC=C1O[C@H](C)C=1C=C(C=C2C(C(=C(OC12)C1=NN(N=C1)C)C)=O)C)Cl.N1N=C(N=C1)C1=NC=CC=C1 2-(1H-1,2,4-triazol-3-yl)pyridine (2,3,4,5,6-Pentafluorophenyl)6-chloro-3-[(1R)-1-[3,6-dimethyl-2-(2-methyltriazol-4-yl)-4-oxo-chromen-8-yl]ethoxy]pyridine-2-sulfonate